tertbutylphosphite C(C)(C)(C)OP([O-])[O-]